FC=1C=CC(=NC1)CN1CC2(CC1)CC(C1=CC(=CC=C12)C1=C(C=CC=C1)C(C)C)O 1'-((5-fluoropyridin-2-yl)methyl)-5-(2-isopropylphenyl)-2,3-dihydrospiro[inden-1,3'-pyrrolidin]-3-ol